(E)-3-((3-methyl-7-(methylthio)-1,1-dioxido-5-phenyl-3-propyl-2,3,4,5-tetrahydro-1,5-benzothiazepin-8-yl)oxy)acrylic acid CC1(CS(C2=C(N(C1)C1=CC=CC=C1)C=C(C(=C2)O/C=C/C(=O)O)SC)(=O)=O)CCC